FC(OC1=C(C=CC=C1)CNC1=NC=C(C=N1)C#N)(F)F 2-({[2-(trifluoromethoxy)phenyl]methyl}amino)pyrimidine-5-carbonitrile